BrC1=C(C=CC(=C1)F)C=N[S@@](=O)C(C)(C)C (S)-N-[(2-bromo-4-fluorophenyl)methylidene]-2-methylpropane-2-sulfinamide